C(C)OC(=O)[C@@H]1CN(C[C@@H]1CC)CC1=CC=CC=C1 (cis)-1-benzyl-4-ethyl-pyrrolidine-3-carboxylic acid ethyl ester